ClC1=NC=C(C=N1)C(=O)NC=1C(=NC=CC1C1=C(C=CC(=C1)F)F)Cl 2-chloro-N-(2-chloro-4-(2,5-difluorophenyl)pyridin-3-yl)pyrimidine-5-carboxamide